ClC=1C2=CN(N=C2C=CC1SC1=CN=C(N(C1=C=O)C)N1CCC2(CCC[C@H]2N[S@](=O)C(C)(C)C)CC1)C (R)-N-((R)-8-(5-((4-chloro-2-methyl-2H-indazol-5-yl)thio)-1-methyl-6-carbonyl-1,6-dihydropyrimidin-2-yl)-8-azaspiro[4.5]decan-1-yl)-2-methylpropane-2-sulfinamide